(1S,3aS,6aR)-2-(2-(3-chlorophenyl)-2,2-difluoroacetyl)-N-((S)-4-fluoro-3-oxo-1-((R)-2-oxopyrrolidin-3-yl)butan-2-yl)octahydrocyclopenta[c]pyrrole-1-carboxamide ClC=1C=C(C=CC1)C(C(=O)N1[C@@H]([C@H]2[C@@H](C1)CCC2)C(=O)N[C@@H](C[C@@H]2C(NCC2)=O)C(CF)=O)(F)F